CC=1NC(=NC1)CCNC(O[C@H]1[C@H](NC[C@@H]1O)CC1=CC=C(C=C1)OC)=O (2R,3S,4S)-4-hydroxy-2-[(4-methoxyphenyl)methyl]pyrrolidin-3-yl N-[2-(4-methyl-3H-imidazol-2-yl)ethyl]carbamate